indenofluorene oxygen [O].C1=C2C=C3C(=CC=C4C=5C=CC=CC5C=C34)C2=CC=C1